OC1=C(C=CC=C1)C(=O)O 2-hydroxybenzenecarboxylic acid